4-[(3aR,7aS)-1-(5-isopropoxypyrimidin-2-yl)-3,3a,4,6,7,7a-hexahydro-2H-pyrrolo[3,2-c]pyridin-5-yl]-6-chloro-1-methyl-2-oxo-1,5-naphthyridine-3-carbonitrile C(C)(C)OC=1C=NC(=NC1)N1CC[C@@H]2CN(CC[C@@H]21)C2=C(C(N(C1=CC=C(N=C21)Cl)C)=O)C#N